rel-N-((5-((2-(4-(4-((1R,2S)-6-hydroxy-2-phenyl-1,2,3,4-tetrahydronaphthalen-1-yl)phenyl)piperazin-1-yl)-2-oxoethyl)thio)pyrazolo[1,5-c]quinazolin-2-yl)methyl)-2-methoxybenzamide OC=1C=C2CC[C@@H]([C@@H](C2=CC1)C1=CC=C(C=C1)N1CCN(CC1)C(CSC1=NC=2C=CC=CC2C=2N1N=C(C2)CNC(C2=C(C=CC=C2)OC)=O)=O)C2=CC=CC=C2 |o1:6,7|